2-bromo-2'-nitroacetophenone BrCC(=O)C1=C(C=CC=C1)[N+](=O)[O-]